ClC=1C(=C(C(=CC1)C(F)(F)F)C1=NC(=CC(N1)=O)C=1C=NC=C(C1)F)F 2-[3-chloro-2-fluoro-6-(trifluoromethyl)phenyl]-6-(5-fluoropyridin-3-yl)pyrimidin-4(3H)-one